ClC=1C(=NC=C(C1)C(F)(F)F)CCNC(C1=C(C=CC=C1)C(F)(F)F)=O N-{2-[3-chloro-5-(trifluoromethyl)-2-pyridinyl]ethyl}-2-trifluoromethylbenzamide